(R)-8-(6-(3-cyano-5-fluorophenyl)pyrimidin-4-yl)-9-oxooctahydro-2H-pyrazino[1,2-a]pyrazine-2-carbonitrile C(#N)C=1C=C(C=C(C1)F)C1=CC(=NC=N1)N1C([C@@H]2N(CCN(C2)C#N)CC1)=O